(S)-N6-((1-(2,3-dichlorophenyl)piperidin-4-yl)methyl)-N6-propyl-4,5,6,7-tetrahydrobenzo[d]thiazole-2,6-diamine hydrochloride salt Cl.ClC1=C(C=CC=C1Cl)N1CCC(CC1)CN([C@@H]1CC2=C(N=C(S2)N)CC1)CCC